C(C(C)C)C1=C(C=CC=2N(C(=NC21)SC)C(=O)N)C=2C=NC=CC2 iso-Butyl-2-(methylthio)-5-(pyridin-3-yl)-1H-benzo[d]imidazole-1-carboxamide